3-(4-fluorophenylmethyl)-N-(2-methylpiperidin-4-yl)pyrazin-2-amine FC1=CC=C(C=C1)CC=1C(=NC=CN1)NC1CC(NCC1)C